N[C@@H]1C2=CC=CC=C2CC12CCN(CC2)C2=CN=C1C(=N2)NN=C1N1CCN(C2=CC=CC=C12)C(C)=O 1-(4-{6-((3S)-3-amino-1,3-dihydrospiro[indene-2,4'-piperidin]-1'-yl)-1H-pyrazolo[3,4-b]pyrazin-3-yl}-1,2,3,4-tetrahydroquinoxalin-1-yl)ethan-1-one